COC=1C=C2CCN(C2=CC1OC(F)(F)F)C(C)=O 1-(5-methoxy-6-(trifluoromethoxy)indolin-1-yl)ethanone